pyridine-2-carboxylic acid hydrochloride Cl.N1=C(C=CC=C1)C(=O)O